CCCCSCSCCCC 5,7-dithiaundecane